2-(3-Chlorophenyl)-1-(3-fluorophenyl)-2-methylpropyl ((2S)-3-cyclohexyl-1-((1-(5,5-dimethyl-2-oxopyrrolidin-3-yl)-3-oxopropan-2-yl)amino)-1-oxopropan-2-yl)carbamate C1(CCCCC1)C[C@@H](C(=O)NC(CC1C(NC(C1)(C)C)=O)C=O)NC(OC(C(C)(C)C1=CC(=CC=C1)Cl)C1=CC(=CC=C1)F)=O